ClC=1C(=NC=C(C1)C1=CC=C(C=C1)N1CCC(CC1)F)N 3-chloro-5-(4-(4-fluoropiperidin-1-yl)phenyl)pyridin-2-amine